3-(2,3-dichlorophenyl)-6-(tert-pentyl)-7H-[1,2,4]triazolo[3,4-b][1,3,4]thiadiazine ClC1=C(C=CC=C1Cl)C1=NN=C2SCC(=NN21)C(C)(C)CC